Cl.C(C)N=C=NCCCN(C)C N-ethyl-N'-(dimethylaminopropyl)carbodiimide hydrochloride